[Br-].CC=1N=C(SC1C)N1N([NH2+]C(=N1)C1=CC=CC=C1)C1=CC=CC=C1 3-(4,5-dimeth-ylthiazol-2-yl)-2,5-diphenyltetrazolium bromide